COC(=O)C=1C2=C(N=C(C1)Cl)N(C=C2)CC#CC (but-2-yn-1-yl)-6-chloro-1H-pyrrolo[2,3-b]pyridine-4-carboxylic acid methyl ester